C(C)(C)(C)C=CC1=CC=CC=C1 β-t-butylstyrene